BrC=1SC(=CN1)C(=O)N1CCC(CC1)N1CC(CCC1)COC (2-bromo-1,3-thiazol-5-yl)[3-(methoxymethyl)[1,4'-bipiperidine]-1'-yl]methanone